Ammonium nitrate salt [N+](=O)([O-])[O-].[NH4+]